NCCOC1CCC(CC1)OCCOCCOCCC(=O)OC(C)(C)C tert-Butyl 3-(2-(2-(((1r,4r)-4-(2-aminoethoxy)cyclohexyl)oxy) ethoxy)ethoxy)propanoate